C1CC12CN(CC2)C(C)C2=CC(=C1CN(C(C1=C2)=O)C2=CC(=CC=C2)C2(COC2)[C@H](C2=NN=CN2C)F)C(F)(F)F 6-(1-{5-azaspiro[2.4]heptan-5-yl}ethyl)-2-(3-{3-[(R)-fluoro(4-methyl-1,2,4-triazol-3-yl)methyl]oxetan-3-yl}phenyl)-4-(trifluoromethyl)-3H-isoindol-1-one